(1'R,2'R)-4-(1-(2H-1,2,3-Triazol-2-yl)ethyl)-5'-methyl-2'-(prop-1-en-2-yl)-1',2',3',4'-tetrahydro-[1,1'-biphenyl]-2,6-diol N=1N(N=CC1)C(C)C=1C=C(C(=C(C1)O)[C@H]1[C@@H](CCC(=C1)C)C(=C)C)O